C(CCCCCCCCCCCCCCC)(=O)OCC(COC(CCCCCCCCCCCCCCC)=O)OC(CC(CCCCCCCC(C(=O)N1C=C(C2=CC=CC=C12)CCN(C)C)C)C)=O [2-[12-[3-[2-(dimethylamino)ethyl]indol-1-yl]-3,11-dimethyl-12-oxo-dodecanoyl]oxy-3-hexadecanoyloxy-propyl] hexadecanoate